(3S*,4R*)-4-(4-(benzyloxy-2,6-difluorophenyl)-2-oxopyrrolidin-3-yl)-3-phenylurea C(C1=CC=CC=C1)OC=1C(=C(C(=CC1)F)[C@H]1[C@H](C(NC1)=O)C1=CC=C(C=C1)NC(N)=O)F |o1:15,16|